C12(CCCCC1)CC1CCC2C1 rac-spiro[bicyclo[2.2.1]heptane-3,1'-cyclohexan]